NC(CO)(CO)C 2-Amino-2-methylpropane-1,3-diol